17Z-eicosatetraenoic acid C(C=CC=CC=CC=CCCCCCCCCCCC)(=O)O